ClC1=C2CCNCC2=CC(=C1OCCCl)Cl 5,7-dichloro-6-(2-chloroethoxy)-1,2,3,4-tetrahydroisoquinoline